nitrogen methyl-phenylhydrazine CN(N)C1=CC=CC=C1.[N]